(S)-(6-Fluoro-3,9-dimethyl-1,3,4,5-tetrahydropyrido[4,3-b]indol-2-yl)-[5-(trifluoromethyl)-1H-pyrazol-3-yl]methanon FC1=CC=C(C=2C3=C(NC12)C[C@@H](N(C3)C(=O)C3=NNC(=C3)C(F)(F)F)C)C